(3S,4R,5R,6S)-1-(6-{[4'-(trifluoromethyl)-4-biphenylyl]methoxy}hexyl)-3,4,5,6-azepanetetrol FC(C1=CC=C(C=C1)C1=CC=C(C=C1)COCCCCCCN1C[C@@H]([C@H]([C@@H]([C@H](C1)O)O)O)O)(F)F